NN(C(OC(C)(C)C)=O)C1=CC(=CC=C1)S(N(C)C1=CC2=C(OCO2)C=C1)(=O)=O tert-Butyl N-amino-N-[3-[1,3-benzodioxol-5-yl (methyl)sulfamoyl]phenyl]carbamate